O=C(CCCCCCCCCCCCC)CC(C)=O 1-(1-oxo-tetradecyl)-2-propanone